C(C)OC(=O)C=1OC2=C(C1C)C=C(C=C2)S(N(CCC2=CC=CC=C2)C2=C(C=CC=C2)N2CCC(CC2)NC(=O)C=2SC=CC2Br)(=O)=O 5-(N-(2-(4-(3-bromothiophene-2-carboxamido)piperidin-1-yl)phenyl)-N-phenethylsulfamoyl)-3-methylbenzofuran-2-carboxylic acid ethyl ester